4-[(1-Benzylpyrazol-4-carbonyl)amino]-N-(1-cyano-1-methylethyl)pyridin C(C1=CC=CC=C1)N1N=CC(=C1)C(=O)NC1=CCN(C=C1)C(C)(C)C#N